7-fluoro-6-(phenylthio)phthalazin-1(2H)-one FC1=C(C=C2C=NNC(C2=C1)=O)SC1=CC=CC=C1